1-(4-((6-((4-(3-cyclopentyl-2-methyl-2H-indazol-5-yl)-5-fluoropyrimidin-2-yl)amino)pyridin-3-yl)methyl)piperazin-1-yl)ethan-1-one C1(CCCC1)C=1N(N=C2C=CC(=CC12)C1=NC(=NC=C1F)NC1=CC=C(C=N1)CN1CCN(CC1)C(C)=O)C